N-(5-methyl-1-tetrahydropyran-2-yl-indazol-4-yl)-2-[[1-[(3R)-1-propanoylpyrrolidin-3-yl]pyrazol-3-yl]amino]thiazole-5-carboxamide CC=1C(=C2C=NN(C2=CC1)C1OCCCC1)NC(=O)C1=CN=C(S1)NC1=NN(C=C1)[C@H]1CN(CC1)C(CC)=O